C(C=C)NS(=O)(=O)C1=CC(=C(C=C1)NC1=NN(C(=C1)[C@@H]1C[C@@H](CC1)O)C(C)(C)C)F N-allyl-4-((1-(tert-butyl)-5-((1S,3R)-3-hydroxycyclopentyl)-1H-pyrazol-3-yl)amino)-3-fluorobenzenesulfonamide